ClC1=CC(=C2C(=N1)N(C(=N2)C)C2COC2)C 5-chloro-2,7-dimethyl-3-(oxetan-3-yl)-3H-imidazo[4,5-b]pyridine